N4-(4-(dimethylamino)-3-fluorophenyl)-N4'-(4-(dimethylamino)-3-methoxyphenyl)-[1,1'-biphenyl]-4,4'-dicarboxamide CN(C1=C(C=C(C=C1)NC(=O)C1=CC=C(C=C1)C1=CC=C(C=C1)C(=O)NC1=CC(=C(C=C1)N(C)C)OC)F)C